Methyl (1-(2,6-dioxopiperidin-3-yl)-2,5-dioxo-2,5-dihydro-1H-pyrrol-3-yl)glycinate O=C1NC(CCC1N1C(C(=CC1=O)NCC(=O)OC)=O)=O